ClC=1C=C(C=CC1C=1N(C2=NC=NC(=C2N1)OC1(CC1)C)CC1=NC=CC(=C1)C)NS(=O)(=O)C N-(3-chloro-4-(6-(1-methylcyclopropoxy)-9-((4-methylpyridin-2-yl)methyl)-9H-purin-8-yl)phenyl)methanesulfonamide